ClC1=CC=C(C(=N1)S(=O)(=O)N)N[C@H](C)C=1C=C(C=C2C(C(=C(OC12)C=1C=NC=CC1)C)=O)C 6-chloro-3-[[(1R)-1-[3,6-dimethyl-4-oxo-2-(3-pyridyl)chromen-8-yl]ethyl]amino]pyridine-2-sulfonamide